3-(2-Fluoro-4-(5-methyl-2-((1-(1-methylpiperidin-4-yl)-1H-pyrazol-4-yl)amino)pyrimidin-4-yl)phenoxy)-2,2-dimethylpropanenitrile FC1=C(OCC(C#N)(C)C)C=CC(=C1)C1=NC(=NC=C1C)NC=1C=NN(C1)C1CCN(CC1)C